1-(fluoromethyl)-3-methoxy-1H-pyrazole-4-carboxylic acid FCN1N=C(C(=C1)C(=O)O)OC